1-[4-({4-[(2-fluoro-4-{[4-(6-methylpyridin-3-yl)pyridin-2-yl]oxy}phenyl)amino]-7-methoxyquinazolin-6-yl}amino)piperidin-1-yl]prop-2-en-1-one FC1=C(C=CC(=C1)OC1=NC=CC(=C1)C=1C=NC(=CC1)C)NC1=NC=NC2=CC(=C(C=C12)NC1CCN(CC1)C(C=C)=O)OC